FC(OC1=CC2=C(N=C(O2)NC2=NC3=C(N2C)C=CC(=C3)C(=O)O)C=C1)F ((6-(difluoromethoxy)benzo[d]oxazol-2-yl)amino)-1-methyl-1H-benzo[d]imidazole-5-carboxylic acid